Dichloro(pentamethylcyclopentadienyl)ruthenium Cl[Ru](C1(C(=C(C(=C1C)C)C)C)C)Cl